NC1=C2N=CN(C2=NC(=N1)F)[C@H]1[C@H]([C@@H]([C@@](O1)(C(=C)C)CO)O[Si](C)(C)C(C)(C)C)F [(2R,3R,4S,5R)-5-(6-amino-2-fluoropurin-9-yl)-3-[(tert-butyldimethylsilyl)oxy]-4-fluoro-2-(prop-1-en-2-yl)oxolan-2-yl]methanol